1-{[(3R,4S)-3-fluoro-1-[4-({8-[(2R,3S)-3-(methanesulfonylmeth-yl)-2-methylazetidin-1-yl]-5-(propan-2-yl)isoquinolin-3-yl}amino)pyrimidin-2-yl]piperidin-4-yl]oxy}-2-methylpropan-2-ol F[C@@H]1CN(CC[C@@H]1OCC(C)(O)C)C1=NC=CC(=N1)NC=1N=CC2=C(C=CC(=C2C1)C(C)C)N1[C@@H]([C@H](C1)CS(=O)(=O)C)C